N-cyclopropyl-2-((2-oxo-1-(o-tolyl)-7-(trifluoromethyl)-1,2-dihydropyrido[2,3-d]pyrimidin-4-yl)amino)ethane-1-sulfonamide C1(CC1)NS(=O)(=O)CCNC=1C2=C(N(C(N1)=O)C1=C(C=CC=C1)C)N=C(C=C2)C(F)(F)F